OCC1CCC(O1)C#N 5-(hydroxymethyl)tetrahydrofuran-2-carbonitrile